The molecule is a trialkyl phosphate, an organophosphate insecticide and an organochlorine compound. It has a role as an EC 3.1.1.7 (acetylcholinesterase) inhibitor, an acaricide and an agrochemical. It derives from a hydride of a bicyclo[3.2.0]hepta-2,6-diene. COP(=O)(OC)OC1=C(C2C1CC=C2)Cl